C(C)(C)C1=C(C(=CC=C1)C(C)C)N1C(C=CC2=CC=CC=C12)C1=C2C(CCC2=CC=C1)NC1=CC=CC=C1 N-(2,6-Diisopropylphenyl)-2-[3-(phenylamino)-2,3-dihydro-1H-inden-4-yl]quinolin